N-(4-methyl-3-(5-morpholino-6-(piperidin-3-ylethynyl)pyridin-3-yl)phenyl)-2-(trifluoromethyl)isonicotinamide CC1=C(C=C(C=C1)NC(C1=CC(=NC=C1)C(F)(F)F)=O)C=1C=NC(=C(C1)N1CCOCC1)C#CC1CNCCC1